(1,9-Dioxa-4,12-diazadispiro[4.2.48.25]tetradecan-3,3,11,11-tetrayl)tetramethanol O1CC(NC12CCC1(OCC(N1)(CO)CO)CC2)(CO)CO